The molecule is a cembrane diterpenoid obtained from tobacco and shown to have antitumour-promoting activity. It has a role as an antineoplastic agent. C/C/1=C\\CC/C(=C/[C@@H](C[C@](/C=C/[C@@H](CC1)C(C)C)(C)O)O)/C